ClC1=CC(=C2C=C(NC2=C1F)C(=O)N1CCN(CC1)C1=NC=C(C=C1OC)F)C1=CCCCN1C(=O)OC(C)(C)C tert-butyl 6-[6-chloro-7-fluoro-2-[4-(5-fluoro-3-methoxy-2-pyridyl)piperazine-1-carbonyl]-1H-indol-4-yl]-3,4-dihydro-2H-pyridine-1-carboxylate